((3aR,4R,6R,6aR)-6-(4-Amino-2-oxopyrimidin-1(2H)-yl)-6-cyano-2,2-dimethyltetra-hydrofuro[3,4-d][1,3]dioxol-4-yl)methyl isobutyrate C(C(C)C)(=O)OC[C@H]1O[C@@]([C@@H]2OC(O[C@@H]21)(C)C)(C#N)N2C(N=C(C=C2)N)=O